O=C1NC(CCC1N1C(C2=CC=C(C=C2C1)O[C@H]1[C@@H](CCC1)NC(OC(C)(C)C)=O)=O)=O tert-butyl ((1R,2R)-2-((2-(2,6-dioxopiperidin-3-yl)-1-oxoisoindolin-5-yl)oxy)cyclopentyl)carbamate